p-hydroxyphenyl cyanide OC1=CC=C(C=C1)C#N